2,2,3-TRIMETHYLPENTANOIC ACID CC(C(=O)O)(C(CC)C)C